N-hexyl-4-(trifluoromethyl)benzamide C(CCCCC)NC(C1=CC=C(C=C1)C(F)(F)F)=O